N(=[N+]=[N-])CC1CN(C(CCC2CN(CCN2C=2C=3CCN(CC3N=C(O1)N2)C(=O)OC(C)(C)C)C(=O)OCC2=CC=CC=C2)=O)C 5-benzyl 19-tert-butyl 13-(azidomethyl)-11-methyl-10-oxo-14-oxa-2,5,11,16,19,23-hexaazatetracyclo[13.7.1.0^{2,7}.0^{17,22}]tricosa-1(23),15,17(22)-triene-5,19-dicarboxylate